N-(3-(3-bromo-2-fluorophenoxy)propyl)pyrrolidin-3-ol BrC=1C(=C(OCCCN2CC(CC2)O)C=CC1)F